CS(=O)(=O)OC1CCN(CC1)C(=O)OC(C)(C)C tert-Butyl 4-[(methylsulfonyl)oxy]piperidine-1-carboxylate